2-[11-cyclopropyl-9-(3-hydroxypropyl)-1,9-diazatricyclo[6.3.1.04,12]dodeca-2,4(12),5,7-tetraen-2-yl]-7-fluoro-1-methyl-benzimidazole-5-carboxylic acid methyl ester COC(=O)C1=CC2=C(N(C(=N2)C=2N3C(CN(C4=CC=CC(C2)=C34)CCCO)C3CC3)C)C(=C1)F